ClC1=C(C=CC=C1NC(=O)NS(=O)(=O)C1=CC=CC=C1)SC=1N=CC(=NC1)N1CCC(CC1)(C)CNC(OC(C)(C)C)=O tert-butyl ((1-(5-((2-chloro-3-(3-(phenylsulfonyl)ureido)phenyl)thio)pyrazin-2-yl)-4-methylpiperidin-4-yl)methyl)carbamate